(S)-2-(hydroxymethyl)-N-(6-(5-(methoxymethyl)-1,2,4-oxadiazol-3-yl)-2,3-dihydrobenzofuran-3-yl)isonicotinamide OCC=1C=C(C(=O)N[C@@H]2COC3=C2C=CC(=C3)C3=NOC(=N3)COC)C=CN1